ClC=1C=C(C=CC1Cl)C1=CC=C(C=C1)SC=1N=NNC1C(=O)O 4-((3',4'-dichloro-[1,1'-biphenyl]-4-yl)thio)-1H-1,2,3-triazole-5-carboxylic acid